FC=1C=C2C(=NC(=NC2=CC1C1=CN=CC=2CCCCC12)OC[C@H]1N(CCC1)C)N1C[C@@H](N(CC1)C(C(=C)F)=O)CC#N 2-((S)-4-(6-fluoro-2-(((S)-1-methylpyrrolidin-2-yl)methoxy)-7-(5,6,7,8-tetrahydroisoquinolin-4-yl)quinazolin-4-yl)-1-(2-fluoroacryloyl)piperazin-2-yl)acetonitrile